ClC1=CC2=C(N(C(N=C2N2[C@H](CN(CC2)C(C=C)=O)C)=O)C=2C(=NC=CC2C)C(C)C)N=C1Cl (P)-6,7-dichloro-1-(4-methyl-2-(2-propanyl)-3-pyridinyl)-4-((2S)-2-methyl-4-(2-propenoyl)-1-piperazinyl)pyrido[2,3-d]pyrimidin-2(1H)-one